FC(C(=O)O)(F)F.FC(C(=O)O)(F)F.FC(C(=O)O)(F)F bis(trifluoroacetic acid) trifluoroacetate